C(#N)C=1N(N=C2C(=CC=CC12)C1=CC(=CC=C1)OC)[C@H]1C=C(C(=O)O)O[C@H]([C@@H]1NC(C(C)C)=O)[C@H](O)[C@H](O)CO 2,6-Anhydro-4-(3-cyano-7-(3-methoxyphenyl)-2H-indazol-2-yl)-3,4,5-trideoxy-5-isobutyramido-D-glycero-D-galacto-non-2-enonic acid